5-chloro-N-((1r,4r)-4-((3-(3-cyanopyridin-2-yl)-2-oxo-2,3-dihydro-1H-benzo[d]imidazol-1-yl)methyl)cyclohexyl)-2-(difluoromethyl)nicotinamide ClC=1C=NC(=C(C(=O)NC2CCC(CC2)CN2C(N(C3=C2C=CC=C3)C3=NC=CC=C3C#N)=O)C1)C(F)F